C1CC=CC=CC1 Cyclohepta-3,5-dien